CN1CCC(CC1)(C#N)NC1=CC=C(C=C1)C 1-methyl-4-(4-methylphenylamino)piperidine-4-carbonitrile